C(CCOCCOCCOCCOCCNCCCC)(=O)O 4,7,10,13-tetraoxa-16-azaicosan-1-oic acid